O=S1(N(CCC1)CCNC(O[C@H]1[C@H](NC[C@@H]1O)CC1=CC=C(C=C1)OC)=O)=O (2R,3S,4S)-4-hydroxy-2-[(4-methoxyphenyl)methyl]pyrrolidin-3-yl N-[2-(1,1-dioxo-1lambda6,2-thiazolidin-2-yl)ethyl]carbamate